3-((Tert-Butyldimethylsilyl)hydroxy)-6-(((trifluoromethyl)sulfonyl)oxy)-3,4-dihydropyridine-1(2H)-carboxylic acid tert-butyl ester C(C)(C)(C)OC(=O)N1CC(CC=C1OS(=O)(=O)C(F)(F)F)O[Si](C)(C)C(C)(C)C